N1=C(C=CC=C1)CN1C=C(C2=CC=CC=C12)C(=O)NC1=C(C(=O)O)C=C(C(=C1)OC)OC 2-[1-(pyridin-2-ylmethyl)-1H-indole-3-carboxamido]-4,5-dimethoxybenzoic acid